2-(N-[4-amino-5-(4-hydroxybenzoyl)thiazol-2-yl]-4-chloro-3-fluoro-anilino)propanamide NC=1N=C(SC1C(C1=CC=C(C=C1)O)=O)N(C1=CC(=C(C=C1)Cl)F)C(C(=O)N)C